ClC=1C=NN(C1CC1N(C(C2=CC=C(C=C12)F)=O)CC1CC2(C1)OC(NC2)=O)C 2-((3-((4-chloro-1-methyl-1H-pyrazol-5-yl)methyl)-5-fluoro-1-oxoisoindolin-2-yl)methyl)-5-oxa-7-azaspiro[3.4]octan-6-one